(E)-pent-1-en-1-ylboronic acid neopentyl ester C(C(C)(C)C)OB(O)\C=C\CCC